1-(3-fluorophenyl)vinylboronic acid pinacol ester FC=1C=C(C=CC1)C(=C)B1OC(C)(C)C(C)(C)O1